C(C)(C)C=1C(=NNC1C=1C=C(C=2N(C1)N=CN2)C)C(=O)NC2CCC(CC2)NC(CC)CC 4-isopropyl-5-(8-methyl-[1,2,4]triazolo[1,5-a]pyridin-6-yl)-N-((1s,4s)-4-(pentan-3-ylamino)cyclohexyl)-1H-pyrazole-3-carboxamide